NCC=1C=C(C=CC1)N1N=C(C=C1C(=O)NC1=C(C=CC(=C1)[C@@](CCC1CC1)(C1=CC=CC=C1)O)F)C(F)(F)F |r| racemic-1-(3-(aminomethyl)phenyl)-N-(5-(3-cyclopropyl-1-hydroxy-1-phenylpropyl)-2-fluorophenyl)-3-(trifluoromethyl)-1H-pyrazole-5-carboxamide